C(C)(C)C1=C(C=CC=C1)C1N(CCN(C1)CC=1C=NC=CC1)C1CC2(C1)CCNCC2 2-(2-(2-isopropylphenyl)-4-(pyridin-3-ylmethyl)piperazin-1-yl)-7-azaspiro[3.5]nonane